2-(3-(2-(3-fluoroazetidine-1-yl)ethyl)-6-oxo-4-(trifluoromethyl)pyridazine-1(6H)-yl)-4-methylpentanoic acid FC1CN(C1)CCC1=NN(C(C=C1C(F)(F)F)=O)C(C(=O)O)CC(C)C